C(C)C1(C(C(C=2C(CCCC12)=O)(CC)CC)CC)CC 6,7-dihydro-1,1,2,3,3-pentaethyl-4(5H)-indanone